benzyl isopropyl(3-(6-nitrobenzo[d][1,3]dioxin-5-yl)-3-oxopropyl)carbamate C(C)(C)N(C(OCC1=CC=CC=C1)=O)CCC(=O)C1=C(C=CC=2OCOCC21)[N+](=O)[O-]